C12N(CC(NC1)C2)C=2C1=C(N=C(N2)OC[C@H]2N(CCC2)C)CN(CC1)C1=CC=CC2=CC=CC(=C12)C 4-(2,5-diazabicyclo[2.2.1]heptan-2-yl)-7-(8-methylnaphthalen-1-yl)-2-(((S)-1-methylpyrrolidin-2-yl)methoxy)-5,6,7,8-tetrahydropyrido[3,4-d]pyrimidine